N-(2,6-dimethoxy-phenyl)-4-[4-(2-fluoro-pyridin-3-yl)-5-methylsulfanyl-pyrimidin-2-ylamino]-benzamide COC1=C(C(=CC=C1)OC)NC(C1=CC=C(C=C1)NC1=NC=C(C(=N1)C=1C(=NC=CC1)F)SC)=O